N1C=C(C=2C1=NC=CC2)C2=CC1=C(C(NCCO1)=O)C=C2 8-(1H-Pyrrolo[2,3-b]pyridin-3-yl)-3,4-dihydrobenzo[f][1,4]oxazepin-5(2H)-one